(S)-5-(2,5-difluorophenyl)-2-(3-isocyanatopropyl)-N-methoxy-N-methyl-2-phenyl-1,3,4-thiadiazole-3(2H)-carboxamide FC1=C(C=C(C=C1)F)C1=NN([C@@](S1)(C1=CC=CC=C1)CCCN=C=O)C(=O)N(C)OC